1,2,4-trifluoro-8-hydroxy-6-(piperidin-1-yl)-3H-xanthen-3-one FC1=C(C(C(=C2OC3=CC(=CC(=C3C=C12)O)N1CCCCC1)F)=O)F